3-(3-Chloro-4-fluoro-2-methyl-2H-indazol-5-yl)-5-methyl-6-((1R,2R,4S)-2-(methylamino)-7-azabicyclo[2.2.1]heptan-7-yl)-1,5-dihydro-4H-pyrazolo[3,4-d]pyrimidin-4-one ClC=1N(N=C2C=CC(=C(C12)F)C1=NNC=2N=C(N(C(C21)=O)C)N2[C@H]1[C@@H](C[C@@H]2CC1)NC)C